OC1(N(C2=CC(=CC=C2C1=O)OC)C1=CC=C(C=C1)OC)C1=CC=C(C=C1)OC(F)(F)F 2-Hydroxy-6-methoxy-1-(4-methoxyphenyl)-2-{4-[(trifluoromethyl)oxy]phenyl}-2,3-dihydro-1H-indol-3-one